4-(2-(6-((3R,5R)-3-Amino-5-fluoropiperidine-1-carbonyl)-4-fluoro-3-methylpyrazolo[1,5-a]pyridin-2-yl)-1-(cyclopropylmethyl)-1H-pyrrolo[2,3-b]pyridin-6-yl)-2-fluorobenzamide N[C@H]1CN(C[C@@H](C1)F)C(=O)C=1C=C(C=2N(C1)N=C(C2C)C2=CC=1C(=NC(=CC1)C1=CC(=C(C(=O)N)C=C1)F)N2CC2CC2)F